C(C)(C)(C)OC(NC1CN(CC1)C1=NC=C(C=C1)CN1C2=NC(=NC(=C2NC1=O)N)P(=O)(C)C)=O.CC1=C(C(=C(C=C1)C)C)C 1,2,3,4-tetramethyl-benzene tert-butyl-N-[1-[5-[(6-amino-2-dimethylphosphoryl-8-oxo-7H-purin-9-yl)methyl]-2-pyridyl]pyrrolidin-3-yl]carbamate